tert-butyl (1-(1-(6-chloropyrimidin-4-yl)-1H-1,2,4-triazol-5-yl)ethyl)carbamat ClC1=CC(=NC=N1)N1N=CN=C1C(C)NC(OC(C)(C)C)=O